1-(9-(4-amino-7-methyl-5-(pyrimidin-2-yl)-7H-pyrrolo[2,3-d]pyrimidin-6-yl)-2,2-dimethyl-3-azaspiro[5.5]undec-8-en-3-yl)prop-2-en-1-one NC=1C2=C(N=CN1)N(C(=C2C2=NC=CC=N2)C2=CCC1(CCN(C(C1)(C)C)C(C=C)=O)CC2)C